FC1=C(C=C(C=C1)C1=NC(=NO1)C)NCC(=O)N1CCC2=C(C=CC=C12)C(C(F)(F)F)O 2-((2-fluoro-5-(3-methyl-1,2,4-oxadiazol-5-yl)phenyl)amino)-1-(4-(2,2,2-trifluoro-1-hydroxyethyl)indolin-1-yl)ethan-1-one